ClC=1C=C(C=CC1OC(F)(F)F)CN (3-chloro-4-(trifluoromethoxy)-phenyl)methanamine